NC=1N=CC2=C(N1)C=C(N=C2)C=2C=NC(=CC2)N2CCC(CC2)O 2-amino-7-(6-(4-hydroxypiperidin-1-yl)pyridin-3-yl)pyrido[4,3-d]pyrimidine